FC([C@H]1N(C(OC1)=C=O)C=1N=C2N(CCOC3=C2C=2CCCC2C(=C3)N[C@H](C(=O)N)C)C1)F (S)-2-((2-((S)-4-(difluoromethyl)-2-carbonyloxazolidin-3-yl)-5,6,11,12-tetrahydro-10H-imidazo[1,2-d]indeno[4,5-f][1,4]oxazepin-9-yl)amino)propanamide